FC(C(=O)O)(F)F.N[C@@]1(CN(C[C@H]1CCCB(O)O)S(NC1(CCC1)CN)(=O)=O)C(=O)O |r| (rac)-trans-3-amino-1-(N-(1-(aminomethyl)cyclobutyl)sulfamoyl)-4-(3-boronopropyl)pyrrolidine-3-carboxylic acid, 2,2,2-trifluoroacetic acid salt